(Z)-9-((2-(2,6-dioxopiperidin-3-yl)-1-oxoisoindolin-4-yl)sulfanyl)-N-(2-(4-(1-(4-hydroxyphenyl)-2-phenylbut-1-en-1-yl)phenoxy)ethyl)-N-methylnonanamide O=C1NC(CCC1N1C(C2=CC=CC(=C2C1)SCCCCCCCCC(=O)N(C)CCOC1=CC=C(C=C1)\C(=C(\CC)/C1=CC=CC=C1)\C1=CC=C(C=C1)O)=O)=O